C=1(C(=CC=CC1)CC(C(C)=O)=O)C(F)(F)F benzotrifluoridebutanedione